NC1=NOC2=C1C(=CC(=C2)CN2N=C1C(CN(CC1)C(=O)OC(C)(C)C)=C2)OC tert-butyl 2-((3-amino-4-methoxybenzo[d]isoxazol-6-yl) methyl)-2,4,6,7-tetrahydro-5H-pyrazolo[4,3-c]pyridine-5-carboxylate